[N+](=O)([O-])C1=CC=C(C=C1)OC(NC1=CC(=C(C=C1)C1=CN=C(S1)C1=NC=C(C=C1OC)NC(=O)OC(C)C)S(NC(C)(C)C)(=O)=O)=O N-[3-(tert-butylsulfamoyl)-4-[2-[5-(isopropoxycarbonylamino)-3-methoxy-2-pyridinyl]thiazol-5-yl]phenyl]carbamic acid (4-nitrophenyl) ester